C(C)(C)(C)OC(=O)N1CCC(CC1)COC=1C=NC(=CC1)C(F)(F)F 4-(((6-(trifluoromethyl)pyridin-3-yl)oxy)methyl)piperidine-1-carboxylic acid tert-butyl ester